C(CC)C1=C=C=C(C1)C n-propylmethylcyclopentadienen